fluoro-1-phenyl-1,2,3,4-tetrahydroquinoxaline FC1N(C2=CC=CC=C2NC1)C1=CC=CC=C1